BrC1=C(C(=CC=C1)OCCCCl)Cl 1-bromo-2-chloro-3-(3-chloropropyloxy)benzene